BrC1=C(C=2C(N=C1)=CN(N2)CC)OC 6-bromo-2-ethyl-7-methoxy-2H-pyrazolo[4,3-b]pyridine